(S)-7-((R)-1-methoxyethyl)-4,8-dimethyl-2-(((1-(3,4,5-trifluorobenzyl)-1H-pyrazol-4-yl)methyl)amino)-7,8-dihydropteridin-6(5H)-one CO[C@H](C)[C@H]1C(NC=2C(=NC(=NC2N1C)NCC=1C=NN(C1)CC1=CC(=C(C(=C1)F)F)F)C)=O